(2S,4R)-1-(L-valyl)-N-((R)-1-(4-(3-fluoropyridin-4-yl)phenyl)-2-hydroxyethyl)-4-hydroxypyrrolidine-2-carboxamide N[C@@H](C(C)C)C(=O)N1[C@@H](C[C@H](C1)O)C(=O)N[C@@H](CO)C1=CC=C(C=C1)C1=C(C=NC=C1)F